2-phenyl-6-ethyltrimethoxysilyl-hexamethyl-cyclotetrasiloxane C1(=CC=CC=C1)[Si]1(O[Si](O[Si](O[Si](O1)(C)C)(CC)C)(C)C)C[Si](OC)(OC)OC